(2-methacrylamidoethyl)trimethyl-ammonium chloride [Cl-].C(C(=C)C)(=O)NCC[N+](C)(C)C